FC=1C=C(C(=O)NC2=C(C(=C(C(=C2)F)F)C(=O)C=2C=C3N=CC=NC3=CC2)F)C=CC1 3-fluoro-N-(2,4,5-trifluoro-3-(quinoxaline-6-carbonyl)phenyl)benzamide